C(CCCCCCCCCCCCC)(=O)[O-].C(CCCCCCCCCCCCC)(=O)[O-].[Mg+2] magnesium dimyristate